6-butyl-5-(2,5-dimethoxyphenyl)-3-[(3R)-3-phenylpyrrolidine-1-carbonyl]pyridine-2,4-diol C(CCC)C1=C(C(=C(C(=N1)O)C(=O)N1C[C@H](CC1)C1=CC=CC=C1)O)C1=C(C=CC(=C1)OC)OC